ClC1=C(C=C(N=N1)NC(CN(C(OC(C)(C)C)=O)C)=O)C1CC1 Tert-butyl (2-((6-chloro-5-cyclopropylpyridazin-3-yl)amino)-2-oxoethyl)(methyl)carbamate